C(C)C1=C(C(=O)O)C=CC(=C1)OC ethyl-p-methoxybenzoic acid